O1COC2=C1C=CC(=C2)C2=CC=C(C=C2)C(\C=C\C=2C=C1N=CC=NC1=CC2)=O (E)-1-(4-(benzo[d][1,3]dioxol-5-yl)phenyl)-3-(quinoxalin-6-yl)prop-2-en-1-one